FC1=C(CN2C(C3=NC=CC=C3C2=O)([2H])[2H])C(=CC(=C1)C=1C=2N(C=CC1)N=C(C2)C)F 6-(2,6-difluoro-4-(2-methylpyrazolo[1,5-a]pyridin-4-yl)benzyl)-6,7-dihydro-5H-pyrrolo[3,4-b]pyridin-5-one-7,7-d2